(3aR,5S,6S,7aR)-6-Ethenylhexahydro-6-methyl-3-methylene-5-(1-methylethenyl)-2(3H)-benzofuranone C(=C)[C@@]1(C[C@@H]2[C@@H](C(C(O2)=O)=C)C[C@H]1C(=C)C)C